1,3-cyclobutanedimethanol tert-butyl-(R,Z)-7-((tert-butylsulfinyl)imino)-5,7-dihydrospiro[cyclopenta[b]pyridine-6,4'-piperidine]-1'-carboxylate C(C)(C)(C)[C@@H]1N(CCC/2(C1)CC=1C(=NC=CC1)\C2=N/S(=O)C(C)(C)C)C(=O)OCC2CC(C2)CO